5-(3,6-diazabicyclo[3.1.1]heptan-6-yl)-N-((R)-1-(3-(1-ethyl-1H-pyrazol-3-yl)-5-(1-methyl-1H-pyrazol-4-yl)phenyl)ethyl)-2-methylbenzamide C12CNCC(N1C=1C=CC(=C(C(=O)N[C@H](C)C3=CC(=CC(=C3)C=3C=NN(C3)C)C3=NN(C=C3)CC)C1)C)C2